2-(12-Hydroxydodecyl)isoindoline-1,3-dione OCCCCCCCCCCCCN1C(C2=CC=CC=C2C1=O)=O